ClC1=C2C(=NC=C1CNC1=C(C(=CC(=C1F)OC)OC)F)N(N=C2)CC2=CC=C(C=C2)OC N-{[4-chloro-1-(4-methoxybenzyl)-1H-pyrazolo[3,4-b]pyridin-5-yl]methyl}-2,6-difluoro-3,5-dimethoxyaniline